ClC1=CC=C(C=C1)C=1OC2=C(N1)C(=CC(=C2)C=2C1=CC=CC=C1C=1C=CC=CC1C2)C2=CC=CC=C2 2-(4-chloro-phenyl)-6-(phenanthr-9-yl)-4-phenyl-benzoxazole